N-(5-((4-Chlorophenoxy)methyl)-1,3,4-thiadiazol-2-yl)-3-(2-methoxyphenyl)-isonicotinamide ClC1=CC=C(OCC2=NN=C(S2)NC(C2=C(C=NC=C2)C2=C(C=CC=C2)OC)=O)C=C1